F[C@H]1[C@@H]2CC[C@H](C[C@H]1N(C1=CN=C(N=N1)C1=C(C=C3C(N(C=NC3=C1)C)=O)O)C)N2 7-(6-(((1S,2S,3R,5R)-2-fluoro-8-azabicyclo[3.2.1]oct-3-yl)(methyl)amino)-1,2,4-triazin-3-yl)-6-hydroxy-3-methylquinazolin-4(3H)-one